FC(C1=NC(=NC(=N1)C(F)(F)F)N1[C@H](C=2NC3=CC=C(C=C3C2CC1)Cl)C[C@@H](CO)O)(F)F (2S)-3-[(1S)-2-[4,6-bis(trifluoromethyl)-1,3,5-triazin-2-yl]-6-chloro-1,3,4,9-tetrahydropyrido[3,4-b]indol-1-yl]propane-1,2-diol